1-(3-fluoro-5-methoxyphenethyl)piperidine-2,6-dione FC=1C=C(CCN2C(CCCC2=O)=O)C=C(C1)OC